ClC1=CC=C2C(=CNC2=C1)S(=O)(=O)NC1=NC=C(C(=N1)OC)OC(F)F 6-chloro-N-[5-(difluoromethoxy)-4-methoxy-pyrimidin-2-yl]-1H-indole-3-sulfonamide